difluorosulfomethyl-tri-n-propyl-ammonium indium-bismuth-tin-silver [Ag+].[Sn+4].[Bi+3].[In+3].FC(CC)([N+](CCC)(CCC)CS(=O)(=O)O)F